pyrido[2,1-f][1,2,4]triazine-6,8-dione p-toluenesulfonate CC1=CC=C(C=C1)S(=O)(=O)O.N=1N2C(C=NC1)=CC(CC2=O)=O